C12CC(CC(CC1)N2)C=2C=1N(C=C(N2)C=2C=NN(C2)C)N=CC1 4-(8-azabicyclo[3.2.1]octan-3-yl)-6-(1-methylpyrazol-4-yl)pyrazolo[1,5-a]pyrazine